1-(3-chlorobenzyl)azetidine ClC=1C=C(CN2CCC2)C=CC1